tert-butyl 2-(4-(trifluoromethoxy) phenyl)-7-azaspiro[3.5]nonane-7-carboxylate FC(OC1=CC=C(C=C1)C1CC2(C1)CCN(CC2)C(=O)OC(C)(C)C)(F)F